N-Methyl-4-penten-1-amine CNCCCC=C